[C@H]12CNC[C@H](CC1)N2C2=C1C(N(C(C1=CC(=C2F)F)=O)C2C(NC(CC2)=O)=O)=O 4-((1R,5S)-3,8-diazabicyclo[3.2.1]octan-8-yl)-2-(2,6-dioxopiperidin-3-yl)-5,6-difluoroisoindoline-1,3-dione